5-((5-(5-(trifluoromethyl)pyrimidin-2-yl)oxazol-2-yl)amino)pyridinecarbonitrile FC(C=1C=NC(=NC1)C1=CN=C(O1)NC=1C=CC(=NC1)C#N)(F)F